(S)-5-(4-((7-Ethyl-6-oxo-5H-1,5-naphthyridin-3-yl)methyl)-2-methylpiperazin-1-yl)-6-methyl-N-(methyl-d3)pyridine-2-carboxamide C(C)C=1C(NC=2C=C(C=NC2C1)CN1C[C@@H](N(CC1)C=1C=CC(=NC1C)C(=O)NC([2H])([2H])[2H])C)=O